C(C)(C)(C)C1NCCC12CCNCC2 Tert-butyl-2,8-diazaspiro[4.5]decane